2-(5-(2-ethyl-4-((6-(methylsulfonyl)-2,6-diazaspiro[3.3]heptan-2-yl)methyl)phenyl)pyridin-2-yl)-1,1,1,3,3,3-hexafluoropropan-2-ol C(C)C1=C(C=CC(=C1)CN1CC2(C1)CN(C2)S(=O)(=O)C)C=2C=CC(=NC2)C(C(F)(F)F)(C(F)(F)F)O